C(C)OC(CN1C[C@H](N(CC1)C(=O)OC(C)(C)C)C)=O tert-butyl (2R)-4-(2-ethoxy-2-oxoethyl)-2-methylpiperazine-1-carboxylate